ClC=1C=C(C=C2C=C(N=CC12)NC(=O)[C@H]1[C@@H](C1)C#N)C=1N(C(=NC1)C)C |r| (+-)-trans-N-[8-chloro-6-(2,3-dimethylimidazol-4-yl)-3-isoquinolinyl]-2-cyano-cyclopropanecarboxamide